BrC1=C(C=C(C(=C1)OC)C)OC 1-bromo-2,5-dimethoxy-4-methylbenzene